ClC=1N=CN(C(C1)=O)C[C@]1(C(CN(CC1)C(=O)OC(C)(C)C)(C)C)O tert-butyl (S)-4-((4-chloro-6-oxopyrimidin-1(6H)-yl)methyl)-4-hydroxy-3,3-dimethylpiperidine-1-carboxylate